2-(3-{[(1R,3S)-3-hydroxycyclohexyl]amino}-5-methyl-1,2,4-triazin-6-yl)-5-(trifluoromethyl)phenol O[C@@H]1C[C@@H](CCC1)NC=1N=NC(=C(N1)C)C1=C(C=C(C=C1)C(F)(F)F)O